(-)-N-[(4-iodophenyl)carbamoyl]-D-isovaline IC1=CC=C(C=C1)NC(=O)N[C@](C)(CC)C(=O)O